C(C)C1C(CCC(C1)(C)C)=O 2-ethyl-4,4-dimethylcyclohexanone